ClC1=CC2=C(C=N1)[C@@]1(CN2)[C@@H](N[C@H]([C@@H]1C1=C(C(=CC=C1)Cl)F)C(=O)OCC)CC(C)C ethyl (2S,3S,4S,5R)-6'-chloro-4-(3-chloro-2-fluorophenyl)-2-(2-methylpropyl)-1',2'-dihydrospiro[pyrrolidine-3,3'-pyrrolo[3,2-c]pyridine]-5-carboxylate